CC1=NC(=CC(=C1)C=1NC2=CC=C(C=C2C1C(C)C)C1CCN(CC1)CC(C)(O)C)C 1-(4-(2-(2,6-dimethylpyridin-4-yl)-3-isopropyl-1H-indol-5-yl)piperidin-1-yl)-2-methylpropan-2-ol